FC(COC[C@H]1CC=2C(C=3N(C1)N=C1C3CN(CC1)C(=O)OC(C)(C)C)=NOC2)F |o1:5| (5S*)-tert-butyl 5-((2,2-difluoroethoxy)methyl)-5,6,9,10-tetrahydro-4H-isoxazolo[3,4-c]pyrido[4',3':3,4]pyrazolo-[1,5-a]azepine-11(12H)-carboxylate